ClC=1N=CC2=C(N1)N(C(C=C2C)=O)C=2C=C(C=CC2)NC(C=C)=O N-(3-(2-Chloro-5-methyl-7-oxopyrido[2,3-d]pyrimidin-8(7H)-yl)phenyl)acrylamide